3-(5-(1-((2-(trimethylsilyl)ethoxy)methyl)-1H-tetrazol-5-yl)pyridin-3-yl)phenol C[Si](CCOCN1N=NN=C1C=1C=C(C=NC1)C=1C=C(C=CC1)O)(C)C